C1(=CC=CC=C1)C12CC3(CC(CC(C1)C3)C2)CC(=O)O 2-(3-phenyladamantan-1-yl)acetic acid